C(#N)C1(CC1)CN1N=CC(=C1)C1=NC2=CC=CC=C2C(=C1)C(C)NC(C1=C(C=CC=C1)C)=O N-[1-(2-{1-[(1-cyanocyclopropyl)methyl]-1H-pyrazol-4-yl}quinolin-4-yl)ethyl]-2-methylbenzamide